(2R)-4,4-difluoro-2-(4-fluorophenyl)-N-{4-[5-fluoro-3-(pyridin-2-yl)-1H-pyrrolo[3,2-b]pyridin-2-yl]pyridin-2-yl}butanamide FC(C[C@@H](C(=O)NC1=NC=CC(=C1)C1=C(C2=NC(=CC=C2N1)F)C1=NC=CC=C1)C1=CC=C(C=C1)F)F